NC1=NC=C(C(=N1)N)OC=1C(=CC(=C(C1)NC(C)=O)OC)C(C)C N-[5-(2,4-Diamino-pyrimidin-5-yloxy)-4-isopropyl-2-methoxy-phenyl]-acetamide